P(=O)(O)(O)OC[C@H](N)[C@H](O)\C=C\CCCCCCCCCCCCC phosphosphingosine